Ethyl (S)-3-(4'-fluoro-2'-(hex-5-en-1-yl)-5,6'-dimethyl-[1,1'-biphenyl]-3-yl)-3-((R)-2-((methylsulfonyl)oxy)pent-4-enamido)propanoate FC1=CC(=C(C(=C1)C)C1=CC(=CC(=C1)C)[C@H](CC(=O)OCC)NC([C@@H](CC=C)OS(=O)(=O)C)=O)CCCCC=C